NC1=C2C(=CNC2=CC(=C1)C#N)CCNC 4-amino-3-[2-(methylamino)ethyl]-1H-indole-6-carbonitrile